6-Bromo-4-[2-(5-fluoro-2-pyridinyl)-2-methoxy-ethoxy]pyrazolo[1,5-a]pyridine-3-carbonitrile BrC=1C=C(C=2N(C1)N=CC2C#N)OCC(OC)C2=NC=C(C=C2)F